CCCCCCCCC=C=CCCCCCCCCCCCCC 9,10-Tetracosadiene